C[C@H]1N([C@@H](CNC1)C)C(=O)OCC1=CC=CC=C1 benzyl (2R,6R)-2,6-dimethylpiperazine-1-carboxylate